C1(CC1)OC1C(N(CC1)C1=C(C=C(C(=C1)[N+](=O)[O-])C)C)=O 3-(cyclopropyloxy)-1-(2,4-dimethyl-5-nitro-phenyl)pyrrolidin-2-one